4,6-dichloropyridazine-3-carboxylate ClC1=C(N=NC(=C1)Cl)C(=O)[O-]